BrC1=NC=C(C(=C1)NC1CC(CN(C1)C)NC(OC(C)(C)C)=O)[N+](=O)[O-] tert-butyl (5-((2-bromo-5-nitropyridin-4-yl)amino)-1-methylpiperidin-3-yl)carbamate